FC(C=1C=C(C=CC1)B(O)O)(F)F 3-(trifluoromethyl)benzeneboronic acid